2-ethyl-1-decylamine C(C)C(CN)CCCCCCCC